CN(C1(CC1)[C@H]1OCCN(C1)C=1C=CC(=NC1)NC=1C=CC(=C2CNC(C12)=O)C1=CN=C2N1C=CC(=C2)F)C (S)-7-((5-(2-(1-(dimethyl-amino)cyclopropyl)morpholino)pyridin-2-yl)amino)-4-(7-fluoro-imidazo[1,2-a]pyridin-3-yl)isoindolin-1-one